4-allyl-2-methoxy-1-((nona-2,6-dien-1-yl)oxy)benzene C(C=C)C1=CC(=C(C=C1)OCC=CCCC=CCC)OC